(R)-3-(oxetan-3-yl)-6,7,7a,8,10,11-hexahydro-9H-pyrazino[1,2-d]pyrido[3,2-b][1,4]thiazepin O1CC(C1)C1=CC=2SCC[C@H]3N(C2N=C1)CCNC3